(S)-2-((2-cyclopropyl-6-fluoro-5-(6-(tetrahydrofuran-3-carbonyl)-2,6-diazaspiro[3.3]heptan-2-yl)pyrazolo[1,5-a]pyridin-3-yl)(methyl)amino)-4-(4-fluorophenyl)thiazole-5-carbonitrile C1(CC1)C1=NN2C(C=C(C(=C2)F)N2CC3(C2)CN(C3)C(=O)[C@@H]3COCC3)=C1N(C=1SC(=C(N1)C1=CC=C(C=C1)F)C#N)C